ClC1=C(C=CC=C1)[C@@H]1COCCCN1C1=NC(=NC(=C1)C)N |r| (+/-)-4-[3-(2-chlorophenyl)-1,4-oxazepan-4-yl]-6-methyl-pyrimidin-2-amine